4,6-dichloro-2-morpholino-pyrimidine-5-carboxylic acid ethyl ester C(C)OC(=O)C=1C(=NC(=NC1Cl)N1CCOCC1)Cl